2-(4-cyclopropylsulfanyl-2,5-dimethoxyphenyl)ethylamine C1(CC1)SC1=CC(=C(C=C1OC)CCN)OC